(1R)-1-(1-(1-((4-(trifluoromethoxy)phenyl)sulfonyl)pyrrolidin-3-yl)-1,6-dihydroimidazo[4,5-d]pyrrolo[2,3-b]pyridin-2-yl)ethan-1-ol FC(OC1=CC=C(C=C1)S(=O)(=O)N1CC(CC1)N1C(=NC=2C1=C1C(=NC2)NC=C1)[C@@H](C)O)(F)F